4-bromo-5-fluoro-1-((2-(trimethylsilyl)ethoxy)methyl)-1H-indazol-6-ol BrC1=C2C=NN(C2=CC(=C1F)O)COCC[Si](C)(C)C